ClC1=CC(=C(C=C1)N1CCC(CC1)C(=O)O)F (4-chloro-2-fluorophenyl)piperidine-4-carboxylic acid